2-amino-N-(3-azidopropyl)acetamide hydrochloride Cl.NCC(=O)NCCCN=[N+]=[N-]